Natrium (S)-3-(3-(1,6-Dimethyl-4-oxido-2-oxo-1,2-dihydropyridin-3-yl)ureido)-3-(5-fluoro-2',6'-dimethylbiphenyl-3-yl)propanoat CN1C(C(=C(C=C1C)[O-])NC(N[C@@H](CC(=O)[O-])C=1C=C(C=C(C1)F)C1=C(C=CC=C1C)C)=O)=O.[Na+].[Na+]